O=C1NCCC2=C1SC(=C2)C2CCN(CC2)C(=O)OC(C)(C)C tert-butyl 4-[7-oxo-4H,5H,6H-thieno[2,3-c]pyridin-2-yl]piperidine-1-carboxylate